ClC1=C(C(=NC=C1)OC)C(C(=O)NC(C(=O)O)CCN(CCCCC1=NC=2NCCCC2C=C1)CC(CF)OC)(C)C 2-[[2-(4-chloro-2-methoxy-3-pyridyl)-2-methyl-propanoyl]amino]-4-[[3-fluoro-2-methoxy-propyl]-[4-(5,6,7,8-tetrahydro-1,8-naphthyridin-2-yl)butyl]amino]butanoic acid